O[C@@H]1CC=2C=C3C=CC(OC3=CC2OC1(C)C)=O (R)-7-hydroxy-8,8-dimethyl-7,8-dihydropyrano[3,2-g]chromen-2(6H)-one